C(CCCCCCC(C)C)[K] isodecyl-Potassium